FC1=C(C=CC(=C1)S(=O)(=O)C)C1(NC(=C(C(=N1)NC1=NN(C(=C1)C)C1OCCCC1)OC)C=1C=NN(C1)C)N 2-(2-fluoro-4-(methylsulfonyl)phenyl)-5-methoxy-N4-(5-methyl-1-(tetrahydro-2H-pyran-2-yl)-1H-pyrazol-3-yl)-6-(1-methyl-1H-pyrazol-4-yl)pyrimidine-2,4-diamine